OC(C[N+](C)(C)C)C[N+](CCCNC(C=C)=O)(C)C 2-hydroxy-N,N,N,N',N'-pentamethyl-N'-[3-[(1-oxo-2-propenyl)amino]propyl]-1,3-propanediaminium